NC(CCCCCCCCCC)N 1-aminoundecylamine